(2R,4R)-1-(2-(benzo[c][1,2,5]oxadiazol-5-ylmethoxy)-5-chloro-4-((2-methyl-[1,1'-biphenyl]-3-yl)methoxy)benzyl)-4-hydroxypyrrolidine-2-carboxylic acid N=1ON=C2C1C=CC(=C2)COC2=C(CN1[C@H](C[C@H](C1)O)C(=O)O)C=C(C(=C2)OCC=2C(=C(C=CC2)C2=CC=CC=C2)C)Cl